CC1=CNC2=C(C=CC(=C12)C1=C(C(=CC=C1)NS(=O)(=O)C=C)C)C(=O)N 3-methyl-4-(2-methyl-3-(vinylsulfonylamino)phenyl)-1H-indole-7-carboxamide